2-(2-Benzyloxycarbonylhydrazino)butanoic acid C(C1=CC=CC=C1)OC(=O)NNC(C(=O)O)CC